The molecule is a limonoid that is azadiradione in which the furanyl group at position 17 is replaced by a hydrogen. It has been isolated from Azadirachta indica. It has a role as a metabolite and a plant metabolite. It is an acetate ester, a cyclic terpene ketone, a limonoid and a tetracyclic triterpenoid. It derives from an azadiradione. CC(=O)O[C@@H]1C[C@@H]2[C@](C=CC(=O)C2(C)C)([C@@H]3[C@@]1(C4=CC(=O)C[C@@]4(CC3)C)C)C